CC1=C(N=C2C(=O)NC(=NC2=N1)N)[C@@H](C)NC3=CC=C(C=C3)C[C@@H]([C@@H]([C@@H](CO[C@@H]4[C@@H]([C@@H]([C@H](O4)COP(=O)(O)O[C@@H](CCC(=O)O)C(=O)O)O)O)O)O)O The molecule is a member of the class of methanopterins obtained by formal dehydrogenation at positions 5, 6, 7 and 8 of tetrahydromethanopterin. The parent of the class of methanopterins